C(C)(C)(C)C1=CC=C(C=C1)C1=NN=C(N1C1=CC=CC=C1)C1=CC=C(C=C1)C(C)(C)C 3,5-bis(4-tert-butyl-phenyl)-4-phenyl-4h-1,2,4-triazole